C1(CCCCC1)[C@@H](C)NC(=O)OCN1CC(=CC=C1)C(NCCO[N+](=O)[O-])=O (R)-1-(((1-cyclohexylethylcarbamoyl)oxy)methyl)-3-((2-(nitrooxy)ethyl)carbamoyl)pyridin